O=C1[C@H](CSC2=C(N1)C=C(C=C2)C(NNC(C(C(F)(F)F)(OC)F)=O)=O)NC(OC(C)(C)C)=O tert-butyl N-[(3R)-4-oxo-7-[[(2,3,3,3-tetrafluoro-2-methoxy-propanoyl)amino]carbamoyl]-3,5-dihydro-2H-1,5-benzothiazepin-3-yl]carbamate